(S)-4-amino-7-chloro-N-(6-((5,6-dihydro-4H-pyrrolo[1,2-b]pyrazol-3-yl)ethynyl)-2,3-dihydrobenzofuran-3-yl)-N-methyl-1,3-dihydrofuro[3,4-c]quinoline-8-carboxamide NC1=NC=2C=C(C(=CC2C2=C1COC2)C(=O)N(C)[C@@H]2COC1=C2C=CC(=C1)C#CC1=C2N(N=C1)CCC2)Cl